racemic-naphthalen-1-yl-(pyridin-2-yl)methanol C1(=CC=CC2=CC=CC=C12)[C@@H](O)C1=NC=CC=C1 |r|